NCCOCCOCCN 1,8-diamino-3,6-dioxan-octane